CC1=CC=CC(=N1)C=1NC=C(N1)C(C)O 1-(2-(6-methylpyridin-2-yl)-1H-imidazol-4-yl)ethanol